C1(CC1)C(C)C1=C(OCP([O-])([O-])=O)C(=CC=C1)C(C)CC(=O)OC.[Na+].[Na+] Sodium ((2-(1-cyclopropylethyl)-6-(4-methoxy-4-oxobutan-2-yl)phenoxy)methyl)phosphonate